1-(oxetan-2-ylmethyl)-1H-benzimidazole-6-carboxylic acid O1C(CC1)CN1C=NC2=C1C=C(C=C2)C(=O)O